3-(5-(((1R,2S)-2-((2,2-dimethyltetrahydrofuran-3-yl)amino)cyclohexyl)methyl)-1-oxoisoindolin-2-yl)piperidine-2,6-dione CC1(OCCC1N[C@@H]1[C@H](CCCC1)CC=1C=C2CN(C(C2=CC1)=O)C1C(NC(CC1)=O)=O)C